(6-((5-Bromo-2-((4-(4-cyclopentylpiperazine-1-yl)-2-methoxy-5-(1-methyl-1H-pyrazole-4-Yl)phenyl)amino)pyrimidin-4-yl)amino)-2-cyclopropylquinolin-5-yl)dimethylphosphine oxide BrC=1C(=NC(=NC1)NC1=C(C=C(C(=C1)C=1C=NN(C1)C)N1CCN(CC1)C1CCCC1)OC)NC=1C(=C2C=CC(=NC2=CC1)C1CC1)P(C)(C)=O